2,7,12,14-tetramethyl-1,4,7,11,14-pentaazacyclooctadecane CC1NCCCCN(CC(NCCCN(CCNC1)C)C)C